3-((2S)-2-hydroxy-3-(8-(naphthalen-2-ylsulfonyl)-1-oxa-8-azaspiro[4.5]decan-3-ylamino)propoxy)-N-methoxybenzenesulfonamide O[C@H](COC=1C=C(C=CC1)S(=O)(=O)NOC)CNC1COC2(C1)CCN(CC2)S(=O)(=O)C2=CC1=CC=CC=C1C=C2